Methyl 2-chloro-6-(methylsulfonyl)pyrimidine-4-carboxylate ClC1=NC(=CC(=N1)C(=O)OC)S(=O)(=O)C